2-isopropoxy-1,5-dichloro-4-nitrobenzene C(C)(C)OC1=C(C=C(C(=C1)[N+](=O)[O-])Cl)Cl